O1CC(C1)C1=NC=CC(=C1)CNC(=O)N[C@H]1[C@@H](C1)C1=CC=CC=C1 1-[[2-(oxetan-3-yl)pyridin-4-yl]methyl]-3-[(1R,2S)-2-phenylcyclopropyl]urea